(7R)-4-((S)-4-(tert-butoxycarbonyl)-3-(cyanomethyl)piperazin-1-yl)-1'-methyl-2-(methylsulfonyl)-1',4',5,8-tetrahydro-2'H,6H-spiro[quinazoline-7,3'-quinoline] 1'-oxide C(C)(C)(C)OC(=O)N1[C@H](CN(CC1)C1=NC(=NC=2C[C@@]3(C[N+](C4=CC=CC=C4C3)(C)[O-])CCC12)S(=O)(=O)C)CC#N